N,N'-bis(4-chlorophenyl)benzoylhydrazine ClC1=CC=C(C=C1)N(NC1=CC=C(C=C1)Cl)C(C1=CC=CC=C1)=O